4,5-DIBROMO-1H-PYRROLE-2-CARBOXALDEHYDE BrC=1C=C(NC1Br)C=O